N-[(6-Amino-2-pyridyl)sulfonyl]-2-[cyclopropylmethyl(isopropyl)amino]-6-(3-fluoro-5-isobutoxyphenyl)pyridin-3-carboxamid NC1=CC=CC(=N1)S(=O)(=O)NC(=O)C=1C(=NC(=CC1)C1=CC(=CC(=C1)OCC(C)C)F)N(C(C)C)CC1CC1